6-Chloro-8-methyl-2-(methylthio)pyrido[2,3-d]pyrimidin-7(8H)-one ClC1=CC2=C(N=C(N=C2)SC)N(C1=O)C